C(C1=CC=CC=C1)SC1=CC(=C(C(=C1)C)NC1=NN2C=NC(=C(C2=N1)OC(C)C)C=1C=NN(C1)C(C)OCC)F N-[4-(benzylsulfanyl)-2-fluoro-6-methylphenyl]-7-[1-(1-ethoxyethyl)pyrazol-4-yl]-8-isopropoxy-[1,2,4]triazolo[1,5-c]pyrimidin-2-amine